Ethyl-(2,4,6-trimethyl-benzoyl)-phenylphosphinat C(C)OP(=O)(C1=CC=CC=C1)C(C1=C(C=C(C=C1C)C)C)=O